C(C)(C)(C)OC(=O)NCC1(CCN(CC1)C=1N=CC=NC1CO)C 5-(4-(((tert-butoxycarbonyl)amino)methyl)-4-methylpiperidin-1-yl)-6-(hydroxymethyl)pyrazin